ClC1=NC=C(C(=N1)C=1C=NN(C1)S(=O)(=O)C1=CC=CC=C1)Cl 2,5-Dichloro-4-(1-(benzenesulfonyl)-1H-pyrazol-4-yl)pyrimidine